(R)-(2-Hydroxypropyl)carbamate O[C@@H](CNC([O-])=O)C